NC=1C=2N(C=CN1)C(=NC2C)[C@@H](C)C=2C(=C(C(=O)OCC)C(=C(C2)Cl)F)OC(C)C Ethyl (S)-3-(1-(8-amino-1-methylimidazo[1,5-a]pyrazin-3-yl)ethyl)-5-chloro-6-fluoro-2-isopropoxybenzoate